FC1=C2CN(C(C2=CC(=C1C1CCN(CC1)CCO)F)=O)C1C(NC(CC1)=O)=O 3-(4,6-difluoro-5-(1-(2-hydroxyethyl)piperidin-4-yl)-1-oxoisoindolin-2-yl)piperidine-2,6-dione